NC1(CCN(CC1)C1=C(N=C2C(=N1)NN=C2C2=C(C1=C(N(N=C1C=C2)C)Cl)Cl)CO)C [6-(4-amino-4-methylpiperidin-1-yl)-3-(3,4-dichloro-2-methyl-2H-indazol-5-yl)-1H-pyrazolo[3,4-b]pyrazin-5-yl]methanol